methyl 1-(2-hydroxy-1-methyl-ethyl)pyrazole-4-carboxylate OCC(C)N1N=CC(=C1)C(=O)OC